C1(CC1)[C@@H]1NC2=C(C(N(C=3C=CC(=CC23)NC2=NC(=NC=C2Cl)Cl)C)=O)OCC1(F)F (2S)-2-cyclopropyl-10-[(2,5-dichloropyrimidin-4-yl)amino]-3,3-difluoro-7-methyl-2,4-dihydro-1H-[1,4]oxazepino[2,3-c]quinolin-6-one